CC1=CC=2N(N=C1N1CCC(CC1)OC1=CC3=C(OC(C(O3)([2H])[2H])([2H])[2H])C(=C1)C)C(C=CN2)=O 8-methyl-7-(4-((8-methyl-2,3-dihydrobenzo[b][1,4]dioxin-6-yl-2,2,3,3-d4)oxy)piperidin-1-yl)-4H-pyrimido[1,2-b]pyridazin-4-one